benzyl 5-(benzyloxy)-2-bromobenzoate C(C1=CC=CC=C1)OC=1C=CC(=C(C(=O)OCC2=CC=CC=C2)C1)Br